C(C=C)SCC(=O)C1=CC2=CC=CC=C2C=C1 2-allylthio-1-(naphthalene-2-yl)ethane-1-one